N,N-dimethyl-anilinium tetraphenyl-borate C1(=CC=CC=C1)[B-](C1=CC=CC=C1)(C1=CC=CC=C1)C1=CC=CC=C1.C[NH+](C1=CC=CC=C1)C